3-Chloro-2'-(2-(2-hydroxypropan-2-yl)pyrimidin-4-yl)-5',6-dimethyl-4-((3-(trifluoromethyl)phenyl)methoxy-d2)-2H-[1,4'-bipyridin]-2-one ClC=1C(N(C(=CC1OC([2H])([2H])C1=CC(=CC=C1)C(F)(F)F)C)C1=CC(=NC=C1C)C1=NC(=NC=C1)C(C)(C)O)=O